2-(2-methanoyl-1H-pyrrol-1-yl)ethanol C(=O)C=1N(C=CC1)CCO